N1C=NC=C1B(O)O 1H-IMIDAZOL-5-YLBORONIC ACID